tert-butyl 6-methyl-7-oxo-2-azaspiro[3.5]nonane-2-carboxylate CC1CC2(CN(C2)C(=O)OC(C)(C)C)CCC1=O